CN1C(=NC2=C1CN(CC2)C2CCC=1C=CC(=CC1C2)OCCO)C2=CC=CC=C2 2-((7-(3-methyl-2-phenyl-3,4,6,7-tetrahydro-5H-imidazo[4,5-c]pyridin-5-yl)-5,6,7,8-tetrahydronaphthalen-2-yl)oxy)ethan-1-ol